C(CCCC)OCC/C=C/C (E)-5-(pentoxy)2-pentene